5,5'-dibromomethyl-2,2'-bipyridyl BrCC=1C=CC(=NC1)C1=NC=C(C=C1)CBr